(S)-2-((2,5-dimethoxybenzyl)amino)-5,5-dimethylhexanoic acid COC1=C(CN[C@H](C(=O)O)CCC(C)(C)C)C=C(C=C1)OC